ClC=1C=C2CCN(CC2=C(C1)[C@H]1N(CCC1)C(=O)OC(C)(C)C)C1=CC(=NC(=C1)C)C tert-butyl (S)-2-(6-chloro-2-(2,6-dimethylpyridin-4-yl)-1,2,3,4-tetrahydroisoquinolin-8-yl)pyrrolidine-1-carboxylate